C(N)(SCC(=O)NC1=CC=C(C=C1)C(N[C@H](C(=O)NC)CC1=CC=CC=C1)=O)=O (S)-S-(2-((4-((1-(methyl amino)-1-oxo-3-phenylpropan-2-yl) carbamoyl) phenyl) amino)-2-oxoethyl) carbamothioate